[I-].COC1=CC=C2C(=N1)C(=CN2)C[N+](C)(C)C 1-(5-Methoxy-1H-pyrrolo[3,2-b]pyridin-3-yl)-N,N,N-trimethylmethanaminium Iodide